FC=1C=C(CN2C3=C(C(=C(CC2=O)C(=O)C2OCCC2)O)C=CC=C3)C=CC1C 1-(3-fluoro-4-methylbenzyl)-5-hydroxy-4-(tetrahydrofuran-2-carbonyl)-1,3-dihydro-2H-benzo[b]azepin-2-one